Cl.COC1=CC=C(CNN)C=C1 (4-methoxybenzyl)hydrazine HCl